Natrium anisat C(C1=CC=C(C=C1)OC)(=O)[O-].[Na+]